[Pd](Cl)Cl.C1(=CC=CC=C1)P(C1=CC=CC=C1)[C-]1C=CC=C1.[C-]1(C=CC=C1)P(C1=CC=CC=C1)C1=CC=CC=C1.[Fe+2] bis(diphenylphosphino)-ferrocene palladium dichloride